(Z)-1-(3-(5-methyl-2-(3,3,3-trifluoropropoxy)phenyl)-4-oxothiazolidin-2-ylidene)-3-(4-(1-(5-(trifluoromethyl)pyridin-2-yl)-1H-imidazol-4-yl)phenyl)urea CC=1C=CC(=C(C1)N1/C(/SCC1=O)=N/C(=O)NC1=CC=C(C=C1)C=1N=CN(C1)C1=NC=C(C=C1)C(F)(F)F)OCCC(F)(F)F